2-(7-((2S,5R)-2,5-diethyl-4-(1-(3-fluoro-5-(trifluoromethoxy)pyridin-2-yl)ethyl)piperazin-1-yl)-4-methyl-5-oxo-4,5-dihydro-2H-pyrazolo[4,3-b]pyridin-2-yl)acetonitrile C(C)[C@@H]1N(C[C@H](N(C1)C(C)C1=NC=C(C=C1F)OC(F)(F)F)CC)C=1C=2C(N(C(C1)=O)C)=CN(N2)CC#N